2-(3-(tert-butyl)-1,6-dimethyl-1H-indazol-4-yl)-2-(3-((5-(5,6,7,8-tetrahydro-1,8-naphthyridin-2-yl)pentyl)oxy)azetidin-1-yl)acetic acid C(C)(C)(C)C1=NN(C2=CC(=CC(=C12)C(C(=O)O)N1CC(C1)OCCCCCC1=NC=2NCCCC2C=C1)C)C